CN1N=C(C=C1)C(=O)OC1=C2C(=CNC2=CC=C1)CCN(C)C 3-(2-(Dimethylamino)ethyl)-1H-indol-4-yl 1-methyl-1H-pyrazole-3-carboxylate